6-Bromo-7-methoxy-2-methyl-8-nitroquinazolin-4(3H)-one BrC=1C=C2C(NC(=NC2=C(C1OC)[N+](=O)[O-])C)=O